ClC=1C=C(COC2=CC=C3CCN(CC3=C2)C(=O)OC(C)(C)C)C=CC1Cl tert-butyl 7-((3,4-dichlorobenzyl) oxy)-3,4-dihydroisoquinoline-2(1H)-carboxylate